6-methyl-2-phenyl-6H-imidazo[1',2':1,6]pyrido[3,4-b]indole CN1C=2C(C=3C=CC=CC13)=CC=1N(C2)C=C(N1)C1=CC=CC=C1